mono-α-methylpropionamide CC(C(=O)N)C